NC1=C(C=CC=C1)NC(CCCCCOC=1C=C2C(=NC=NC2=CC1OC)OC1=CC2=C(C(=C(O2)C)C(=O)NCC)C=C1)=O 6-((6-((6-((2-aminophenyl)amino)-6-oxohexyl)oxy)-7-methoxyquinazolin-4-yl)oxy)-N-ethyl-2-methylbenzofuran-3-carboxamide